C1(=CC=CC=C1)C=1C(=C(C2=C([Se]C3=C2C=CC=C3)C1)C1=CC=CC=C1)C1=NN=NC(=C1C1=C(C(=CC=3C2=CC=CC=C2CC13)C)C)C1=C(C=CC=C1)C1=CC=CC=C1 phenyl-[(biphenylyl)(dimethylfluorenyl)triazinyl](phenyldibenzoselenophen)